ClC1=C(OCC2=NC=CN=C2)C=CC(=C1)[N+](=O)[O-] 2-[(2-chloro-4-nitro-phenoxy)methyl]pyrazine